N-(2-(4,4-difluorocyclohexyl)-4-(2,5-difluorophenyl)pyridin-3-yl)-2-(isopropyl(methyl)amino)pyrimidine-5-carboxamide FC1(CCC(CC1)C1=NC=CC(=C1NC(=O)C=1C=NC(=NC1)N(C)C(C)C)C1=C(C=CC(=C1)F)F)F